CC1=NC=CC=C1C(CC(=O)C1CCN(CC1)C(=O)OC(C)(C)C)=O tert-butyl 4-(3-(2-methylpyridin-3-yl)-3-oxopropanoyl)piperidine-1-carboxylate